3-(4-Fluoro-3-methyl-2-oxo-5-(piperazin-1-yl)-2,3-dihydro-1H-benzo[d]imidazol-1-yl)piperidine-2,6-dione FC1=C(C=CC=2N(C(N(C21)C)=O)C2C(NC(CC2)=O)=O)N2CCNCC2